di-tert-butyl 4,4'-(((2-methylterephthaloyl)bis(azanediyl))bis(4,1-phenylene))bis(piperazine-1-carboxylate) CC1=C(C(=O)NC2=CC=C(C=C2)N2CCN(CC2)C(=O)OC(C)(C)C)C=CC(=C1)C(=O)NC1=CC=C(C=C1)N1CCN(CC1)C(=O)OC(C)(C)C